tert-butyl 3-oxo-2,3,6,7-tetrahydro-1H-azepine-1-carboxylate O=C1CN(CCC=C1)C(=O)OC(C)(C)C